1-(6-(4-(5-chloro-6-methyl-1H-indazol-4-yl)-5-methyl-3-(8-(oxetan-3-yl)-5,8-diazaspiro[3.5]non-5-yl)-1H-pyrazol-1-yl)-2-azaspiro[3.3]hept-2-yl)prop-2-en-1-one ClC=1C(=C2C=NNC2=CC1C)C=1C(=NN(C1C)C1CC2(CN(C2)C(C=C)=O)C1)N1C2(CCC2)CN(CC1)C1COC1